3-hydroxy-{5-[methyl(piperidin-4-yl)amino][1,3]thiazolo[5,4-d][1,3]thiazol-2-yl}(phenyl)-1-methylpyridin-2(1H)-one OC=1C(N(C=C(C1C1=CC=CC=C1)C=1SC=2N=C(SC2N1)N(C1CCNCC1)C)C)=O